FC(C=1C=NC(=NC1)N1CCNCC1)(F)F 4-(5-(trifluoromethyl)pyrimidin-2-yl)piperazine